dimethyldisilylbis(2-methyl-4-phenyl-1-indenyl)zirconium dichloride [Cl-].[Cl-].C[SiH]([Zr](C1C(=CC2=C(C=CC=C12)C1=CC=CC=C1)C)(C1C(=CC2=C(C=CC=C12)C1=CC=CC=C1)C)[SiH3])C